N-methyl-5-phenylpyrrolidine-2-carboxamide CNC(=O)C1NC(CC1)C1=CC=CC=C1